(1-(2-bromo-4-nitro-5-(oxetan-3-yloxy)phenyl)piperidin-4-yl)-4-methylpiperazine BrC1=C(C=C(C(=C1)[N+](=O)[O-])OC1COC1)N1CCC(CC1)N1CCN(CC1)C